12-hydroxy-4,6,8,10-tetramethyltridecyl nonyloxymethyl ether C(CCCCCCCC)OCOCCCC(CC(CC(CC(CC(C)O)C)C)C)C